C(C(O)C)(=O)OCC(CC(C)C)(C)C 2,2,4-trimethylpentyl lactate